FC=1C=C(C=CC1N1CCN(CC1)C)C1(NN(C(=N1)N)C1=NC=CC2=CC=CC=C12)N 3-(3-fluoro-4-(4-methylpiperazin-1-yl)phenyl)-1-(isoquinolin-1-yl)-1H-1,2,4-triazole-3,5-diamine